6-bromo-4-(((R)-1-((trans)-4-(6-fluoroquinolin-4-yl)cyclohexyl)propan-2-yl)amino)-2H-chromen-2-one BrC=1C=C2C(=CC(OC2=CC1)=O)N[C@@H](C[C@@H]1CC[C@H](CC1)C1=CC=NC2=CC=C(C=C12)F)C